methyl 2-[rac-(3R,4S)-3,4-difluoropyrrolidin-1-yl]-5,7-dihydrofuro[3,4-b]pyridine-3-carboxylate F[C@@H]1CN(C[C@@H]1F)C1=C(C=C2C(=N1)COC2)C(=O)OC |r|